BrC1=CC=C(C=C1)S(=O)C=1C2=CC=CC=C2C=2C=CC=CC2C1C1=CC=CC=C1 9-((4-bromophenyl)sulfinyl)-10-phenylphenanthrene